N-(8'-(difluoromethoxy)-4'H-spiro[cyclopropane-1,5'-naphtho[2,1-d]isoxazol]-3'-yl)-4-methoxypyridine-3-sulfonamide FC(OC1=CC=C2C3(CC=4C(=NOC4C2=C1)NS(=O)(=O)C=1C=NC=CC1OC)CC3)F